N-((2R,3R,4R,5R,6R)-4,5-dihydroxy-6-(hydroxymethyl)-2-methoxytetrahydro-2H-pyran-3-yl)acetamide O[C@@H]1[C@H]([C@@H](O[C@@H]([C@@H]1O)CO)OC)NC(C)=O